NC1=NC=NC=2N(C3=C(C=C(C=C3C21)Br)F)CC(=O)N2[C@@H]1C[C@@H]1C[C@H]2C(=O)NC2=NC(=CC=C2)Br (1R,3S,5R)-2-(2-(4-amino-6-bromo-8-fluoro-9H-pyrimido[4,5-b]indol-9-yl)acetyl)-N-(6-bromopyridin-2-yl)-2-azabicyclo[3.1.0]hexane-3-carboxamide